The molecule is a member of the class of benzaldehydes carrying a diethylamino substituent at position 4. It has a role as an EC 1.2.1.3 [aldehyde dehydrogenase (NAD(+))] inhibitor. It is a member of benzaldehydes, a tertiary amino compound and an aromatic amine. CCN(CC)C1=CC=C(C=C1)C=O